ClC=1C=CC(=C(C1)C1=C2C(=NC(=C1)C)C(=CS2)C(=O)OC(C)(C)C)OCCN2C(=NC1=C(C2=O)C(=C(N=C1)C1=C(C=CC=C1)F)C#N)C tert-butyl 7-(5-chloro-2-(2-(5-cyano-6-(2-fluorophenyl)-2-methyl-4-oxopyrido[3,4-d]pyrimidin-3(4H)-yl)ethoxy)phenyl)-5-methylthieno[3,2-b]pyridine-3-carboxylate